ClC1=C(C(=CC=C1)C=1CCN(CC1)C(C)C)NC(=O)N1CCC(CC1)C1=CC=C(C=C1)C 1-N-{2-chloro-6-[1-(propan-2-yl)-1,2,3,6-tetrahydropyridin-4-yl]phenyl}-4-(4-methylphenyl)piperidine-1-Carboxamide